2-bromo-4-ethoxy-4-oxobutyric acid BrC(C(=O)O)CC(=O)OCC